(2S)-2-[(tert-Butoxycarbonyl)amino]-3-[3-[3-(3-hydroxy-2,2-dimethylpropyl)-2-iodo-1H-indol-5-yl]-5-[(triisopropylsilyl)oxy]phenyl]propionic acid methyl ester COC([C@H](CC1=CC(=CC(=C1)O[Si](C(C)C)(C(C)C)C(C)C)C=1C=C2C(=C(NC2=CC1)I)CC(CO)(C)C)NC(=O)OC(C)(C)C)=O